acryloyloxynitrogen C(C=C)(=O)O[N]